1-[2-chloroethyl-(methylsulfonyl)amino]-3-methyl-1-methylsulfonyl-urea ClCCN(N(C(=O)NC)S(=O)(=O)C)S(=O)(=O)C